ethyl-1,2,3,4,4a,5,6,7,8,8a-decahydroisoquinoline-3-carboxylic acid C(C)C1NC(CC2CCCCC12)C(=O)O